3-(benzyloxy)-1-(2-(tert-butoxy)-2-oxoethyl)-6-methyl-2-oxo-1,2-dihydropyridine-4-carboxylic acid C(C1=CC=CC=C1)OC=1C(N(C(=CC1C(=O)O)C)CC(=O)OC(C)(C)C)=O